COC1=CC=C(CN\N=C\C=2C(=NC=CN2)C(C)NC(C2=CC(=CC(=C2)C(F)(F)F)C(F)(F)F)=O)C=C1 (E)-N-(1-(3-((2-(4-methoxybenzyl)hydrazineylidene)methyl)pyrazin-2-yl)ethyl)-3,5-bis(trifluoromethyl)benzamide